CNC(=O)C1=C(C=C(N1)C(=O)O)O[C@@H](C)C1=CC=CC=C1 (S)-5-(methylcarbamoyl)-4-(1-phenylethoxy)-1H-pyrrole-2-carboxylic acid